FC1=CC=C(C=C1)[C@H](C)NC(CCC1=CC=2C(=NC=CC2)N1)=O N-[(S)-1-(4-fluoro-phenyl)-ethyl]-3-(1H-pyrrolo[2,3-b]pyridin-2-yl)-propionamide